FC1=C(C(=CC=C1C(=O)C1=CNC2=NC=C(C=C21)C=2C=NC(=NC2)N2CCCCC2)F)NS(=O)(=O)CCC(F)(F)F N-(2,6-difluoro-3-(5-(2-(piperidin-1-yl)pyrimidin-5-yl)-1H-pyrrolo-[2,3-b]pyridine-3-carbonyl)phenyl)-3,3,3-trifluoro-propane-1-sulfonamide